CC(C(CCCOCN1C2=NC=NC(=C2N=C1)N)N)C 9-(2-(3-methyl-2-aminobutyl)ethoxymethyl)adenine